C1=CC=C(C=C1)C=CC2=CC=CC=C2/C=C/C3=CC=CC=C3 Trans-Distyrylbenzene